1-Sulfamoyl-3-[4-[(2,2,6,6-tetramethyl-4-piperidyl)carbamoyl]phenyl]pyrrole-2-carboxylic acid S(N)(=O)(=O)N1C(=C(C=C1)C1=CC=C(C=C1)C(NC1CC(NC(C1)(C)C)(C)C)=O)C(=O)O